furo[2,3-b]pyridin-3-one O1CC(C=2C1=NC=CC2)=O